C(C)(C)(C)OC(=O)NC1(COC1)C1=NC(=NO1)C=1C=CC2=C(NC([C@H](CS2)NC(OC(C)(C)C)=O)=O)C1 tert-butyl N-[(3R)-7-[5-[3-(tert-butoxycarbonylamino)oxetan-3-yl]-1,2,4-oxadiazol-3-yl]-4-oxo-3,5-dihydro-2H-1,5-benzothiazepin-3-yl]carbamate